O=C1C=C2CC[C@H]3[C@@H]4CC[C@H]([C@@H](CCCC(C(=O)[O-])C)C)[C@]4(CC[C@@H]3[C@]2(CC1)C)C 3-oxocholest-4-en-26-oate